N'-acetyl-4-amino-N-(4-cyclopropylbenzyl)-N',1-dimethyl-1H-pyrazolo[4,3-c]quinoline-8-carbohydrazide C(C)(=O)N(N(C(=O)C1=CC=2C3=C(C(=NC2C=C1)N)C=NN3C)CC3=CC=C(C=C3)C3CC3)C